(R)-(3,3-difluorocyclobutyl)(6-(2-methylimidazo[1,2-a]pyridin-6-yl)thieno[2,3-b]pyridin-2-yl)methanol FC1(CC(C1)[C@@H](O)C1=CC=2C(=NC(=CC2)C=2C=CC=3N(C2)C=C(N3)C)S1)F